10,10-dimethyl-anthracene chromium [Cr].CC1(C=2C=CC=CC2CC2=CC=CC=C12)C